Di(t-butyl)diisopropyloxysilane C(C)(C)(C)[Si](OC(C)C)(OC(C)C)C(C)(C)C